4-fluoro-N-{phenyl-[4-(prop-2-yl)phenyl]methyl}-1-[2-(2H-1,2,3,4-tetrazol-5-yl)acetyl]pyrrolidine-2-carboxamide FC1CC(N(C1)C(CC=1N=NNN1)=O)C(=O)NC(C1=CC=C(C=C1)C(C)C)C1=CC=CC=C1